4-((1-(2-(2,6-dioxopiperidin-3-yl)-1,3-dioxoisoindolin-5-yl)azetidin-3-ylethynyl)-1H-pyrazol-1-yl)-2-methyl-N-(1-methyl-2-oxo-6-(trifluoromethyl)-1,2-dihydropyridin-3-yl)propanamide O=C1NC(CCC1N1C(C2=CC=C(C=C2C1=O)N1CC(C1)C#CC1=NN(C=C1)C1=C(C(N(C(=C1)C(F)(F)F)C)=O)NC(C(C)C)=O)=O)=O